1-(Tert-butyl)-N-(5-chloro-4-(8-morpholinoimidazo[1,2-a]pyridin-6-yl)pyridin-2-yl)-3-fluoro-1H-pyrazole-4-carboxamide C(C)(C)(C)N1N=C(C(=C1)C(=O)NC1=NC=C(C(=C1)C=1C=C(C=2N(C1)C=CN2)N2CCOCC2)Cl)F